CC1=C(C(=O)O)C=CC(=C1)C#CC1=C(C=CC=C1)NS(=O)(=O)C1=CC=CC2=CC=CC=C12 2-methyl-4-{2-[2-(naphthalene-1-sulfonamido)phenyl]ethynyl}benzoic acid